2-(5-chloro-3-fluoropyridin-2-yl)acetic acid ClC=1C=C(C(=NC1)CC(=O)O)F